CC1CCC(CC1)C(COCC)(COCC)CCC(CC(C)C)(F)F 2-(4-methylcyclohexyl)-2-(3,3-difluoro-5-methylhexyl)-1,3-diethoxypropane